N1=C2C(=CC=C1)C=NC2=O pyrrolo[3,4-b]pyridin-7-one